C(CC)[Si](OC)(OC)OC propyltrimethoxysilicon